C(C1=CC=CC=C1)OC1=NC(=CC=C1N1C(N(C2=C1C=CC(=C2)C2=CC=C(C=C2)CC(=O)OC(C)(C)C)CC)=O)OCC2=CC=CC=C2 tert-butyl 2-(4-(1-(2,6-bis(benzyloxy)pyridin-3-yl)-3-ethyl-2-oxo-2,3-dihydro-1H-benzo[d]imidazol-5-yl)phenyl)acetate